Methyl 2-((1-(2-(isoindolin-2-yl)-3-isopropyl-6-methyl-4-oxo-3,4-dihydroquinazolin-8-yl)ethyl)amino)benzoate C1N(CC2=CC=CC=C12)C1=NC2=C(C=C(C=C2C(N1C(C)C)=O)C)C(C)NC1=C(C(=O)OC)C=CC=C1